NC1=NC(=NN1S(=O)(=O)C=1C=NC(=NC1)Cl)NC1=CC=C(C=C1)CC#N 2-[4-[[5-amino-1-(2-chloropyrimidin-5-yl)sulfonyl-1,2,4-triazol-3-yl]amino]phenyl]-acetonitrile